OC=1C=C(C=C(C1C(C)C)O)C=1OC2=C(C1)C=C(C=C2)S(=O)(=O)C 2-(3,5-dihydroxy-4-isopropyl-phenyl)-5-methanesulfonylbenzofuran